C(C)(=O)N[C@H](C(=O)N[C@H](C(=O)N[C@@H](CCC(=O)O)C(=O)N[C@H](C(=O)N)CCSC)C)CC1=CC=CC=C1 (S)-4-((S)-2-((S)-2-acetamido-3-phenylpropanamido)propanamido)-5-(((S)-1-amino-4-(methylthio)-1-oxobutan-2-yl)amino)-5-oxopentanoic acid